(S)-2-((4-(4-((4-chloro-2-fluorobenzofuran-7-yl)methoxy)-5-fluoropyrimidin-2-yl)-3,6-Dihydropyridin-1(2H)-yl)methyl)-6-fluoro-1-(oxetan-2-ylmethyl)-1H-thieno[2,3-d]imidazole ClC1=CC=C(C2=C1C=C(O2)F)COC2=NC(=NC=C2F)C=2CCN(CC2)CC=2N(C1=C(N2)SC=C1F)C[C@H]1OCC1